[(1S)-2-hydroxy-1,2-dimethyl-propyl]imidazo[1,2-b]pyridazine-6-carboxamide OC([C@@H](C)C=1N=C2N(N=C(C=C2)C(=O)N)C1)(C)C